4-(3-(1H-indazol-1-yl)propyl)-2-(4-(4-fluorobenzyl)phenyl)morpholine N1(N=CC2=CC=CC=C12)CCCN1CC(OCC1)C1=CC=C(C=C1)CC1=CC=C(C=C1)F